C(C1=C(C(=CC(=C1)C)C(C)(C)C)O)C1=C(C(=CC(=C1)C)C(C)(C)C)O 2,2'-Methylene-bis-(4-methyl-6-tert-butylphenol)